Cl.ClC=1C(=C(C=CC1)C(CC)N(CCN)C1CC1)F N1-(1-(3-chloro-2-fluorophenyl)propyl)-N1-cyclopropylethane-1,2-diamine hydrochloride